CC1=C(N(C=2CC(CCC12)(C)C)S(=O)(=O)C1=CC=C(C)C=C1)B1OC(C(O1)(C)C)(C)C 3,6,6-trimethyl-2-(4,4,5,5-tetramethyl-1,3,2-dioxaborolan-2-yl)-1-tosyl-4,5,6,7-tetrahydro-1H-indole